C(CCCCCC)C1OC(C=CC1)=O 2-Heptyl-2,3-dihydropyran-6-one